C(C)C1=C(C=C(C(=O)O)C=C1)S(NC1=C(C=CC(=C1)C1=CC=NS1)N1CCCCC1)(=O)=O 4-ethyl-3-(N-(5-(isothiazol-5-yl)-2-(piperidin-1-yl)phenyl)sulfamoyl)benzoic acid